C(CCCC)OC1=CC=C(C=C1)C(CC=O)C[N+](=O)[O-] 3-(4-pentoxyphenyl)-4-nitro-butan-1-one